C(C)(C)(C)OC(=O)N(CCCNC(=O)OC(C)(C)C)CC1=CC=CC(=N1)C(=O)O 6-[[Tert-butoxycarbonyl-[3-(tert-butoxycarbonylamino)propyl]amino]methyl]pyridine-2-carboxylic acid